2'-((1-(3-bromophenyl)-1H-1,2,3-triazol-4-yl)methyl)-3',4'-dihydro-2'H-spiro[cyclohexane-1,1'-isoquinolin]-4'-ol BrC=1C=C(C=CC1)N1N=NC(=C1)CN1C2(C3=CC=CC=C3C(C1)O)CCCCC2